S(=O)(=O)(O)O.P(=O)(O)(O)OC[C@@H]1[C@H]([C@H]([C@@H](O1)N1C=NC=2C(N)=NC=NC12)O)O 5'-phosphoadenosine sulphate